ethyl 4-carbamoyl-5-(4-methoxy-4-oxobutanamido)-3-methylthiophene-2-carboxylate C(N)(=O)C=1C(=C(SC1NC(CCC(=O)OC)=O)C(=O)OCC)C